C(=O)(O)N(CCCCCCN(C1CC(NC(C1)(C)C)(C)C)C(=O)O)C1CC(NC(C1)(C)C)(C)C biscarboxyl-N,N'-bis(2,2,6,6-tetramethyl-4-piperidinyl)-hexamethylenediamine